C(C)(C)(C)OC(=O)C1=CC=NC2=CC=C(C=C12)N1C(COCC1)(C)C 6-(3,3-Dimethylmorpholino)quinoline-4-carboxylic acid tert-butyl ester